6-(2,2-Difluoroethoxy)-4-(6-(piperazin-1-yl)pyridin-3-yl)pyrazolo[1,5-a]pyridine-3-carbonitrile dihydrochloride Cl.Cl.FC(COC=1C=C(C=2N(C1)N=CC2C#N)C=2C=NC(=CC2)N2CCNCC2)F